[Si](C)(C)(C(C)(C)C)OC[C@H]1N(CC1)C(=O)C1=C(C=C(C(=C1)OC)O[Si](C(C)C)(C(C)C)C(C)C)NC(OCC=C)=O allyl (S)-(2-(2-(((tert-butyldimethylsilyl)oxy)methyl)azetidine-1-carbonyl)-4-methoxy-5-((triisopropylsilyl)oxy)phenyl)carbamate